1-(4-Fluorobenzyl)-2-methyl-1H-pyrrole FC1=CC=C(CN2C(=CC=C2)C)C=C1